BrC1=CC=C2C(=N1)C=C(N2COCC[Si](C)(C)C)C=C 2-[(5-bromo-2-vinyl-pyrrolo[3,2-b]pyridin-1-yl)methoxy]ethyl-trimethyl-silane